trimethyl-1H-indene-1,7-diol CC1=C(C(C2=C(C=CC=C12)O)(O)C)C